3-(2H-benzotriazol-2-yl)-4-hydroxy-5-tert-butyl-phenylpropionic acid N=1N(N=C2C1C=CC=C2)C=2C=C(C=C(C2O)C(C)(C)C)C(C(=O)O)C